Terbium chloride [Cl-].[Tb+3].[Cl-].[Cl-]